CS(=O)(=O)C1=CC=C(C2=C1C=CO2)N(C(OC(C)(C)C)=O)CC#C tert-butyl (4-(methylsulfonyl)benzofuran-7-yl)(prop-2-yn-1-yl)carbamate